4-methyl-6-(4-(((R)-3-(4-methyl-1-oxo-1,3-dihydroisobenzofuran-5-yl)piperazin-1-yl)methyl)-2-oxopyrrolidin-1-yl)pyridine-3-carbonitrile CC1=C(C=NC(=C1)N1C(CC(C1)CN1C[C@H](NCC1)C=1C(=C2COC(C2=CC1)=O)C)=O)C#N